(2R,3S,11bS)-3-(tert-butoxy)-9,10-dimethoxy-1,3,4,6,7,11b-hexahydro-2H-pyrido[2,1-a]isoquinolin-2-ol C(C)(C)(C)O[C@@H]1[C@@H](C[C@@H]2N(CCC3=CC(=C(C=C23)OC)OC)C1)O